Cl.Cl.C(CCCC(=O)OC1=C2C(=CNC2=CC=C1)CCN(C)C)(=O)OC1=C2C(=CNC2=CC=C1)CCN(C)C bis(3-(2-(dimethylamino) ethyl)-1H-indol-4-yl) glutarate dihydrochloride